CC=1C=2CCCC2C=C2CCCC12 8-methyl-1,2,3,5,6,7-hexahydro-s-indacen